(2,6-dichlorophenyl)-2-((4-((3s,5r)-3,5-dimethyl-4-(methyl-d3)piperazin-1-yl)-3-methylphenyl)amino)-8,9-dihydroimidazo[1,2-a]pyrimido[5,4-e]pyrimidin-5(6H)-one ClC1=C(C(=CC=C1)Cl)C1=NC(=NC2=C1C(NC=1N2CCN1)=O)NC1=CC(=C(C=C1)N1C[C@@H](N([C@@H](C1)C)C([2H])([2H])[2H])C)C